Ethyl (2E,3E)-3-(hydroxyimino)-2-[2-(3,4,5-trifluorophenyl)hydrazinylidene]propanoate Ethyl-(2E)-3-oxo-2-[2-(3,4,5-trifluorophenyl)hydrazinylidene]propanoate C(C)OC(/C(/C=O)=N/NC1=CC(=C(C(=C1)F)F)F)=O.O\N=C\C(\C(=O)OCC)=N/NC1=CC(=C(C(=C1)F)F)F